1,2-bis(chlorosilyl)ethane Cl[SiH2]CC[SiH2]Cl